2,6-diisocyanatopyridine N(=C=O)C1=NC(=CC=C1)N=C=O